NC1=CC(=C2C(=N1)C=C(S2)C2=CC=NC=C2)NCCCO 3-((5-amino-2-(pyridin-4-yl)thieno[3,2-b]pyridin-7-yl)amino)-1-propanol